(1R,3S,5R)-2-(2-(3-acetyl-6-methoxy-5-(2-methylpyrimidin-5-yl)-1H-indazol-1-yl)acetyl)-N-(6-bromo-3-methylpyridin-2-yl)-5-methyl-2-azabicyclo[3.1.0]hexane-3-carboxamide C(C)(=O)C1=NN(C2=CC(=C(C=C12)C=1C=NC(=NC1)C)OC)CC(=O)N1[C@@H]2C[C@@]2(C[C@H]1C(=O)NC1=NC(=CC=C1C)Br)C